NCC(=O)C1=C(C=C(C(=C1)C(=O)C=1SC=CC1)NS(=O)(=O)C)OC 2-(2-Aminoacetyl)-4-thiophenoyl-5-methanesulfonamidoanisole